ethyl 6-(4-chlorophenyl)-3-hydroxy-3-methyl-2-(1-methyl-1H-pyrazol-4-yl)-2,3-dihydropyridazine-4-carboxylate ClC1=CC=C(C=C1)C=1C=C(C(N(N1)C=1C=NN(C1)C)(C)O)C(=O)OCC